C(C1=CC=CC=C1)N1CCC(CC1)NC(CCC1=NN=C2N1N=C(C=C2)NCCN(C)C)=O N-(1-benzyl-4-piperidinyl)-3-[6-[2-(dimethylamino)ethylamino]-[1,2,4]triazolo[4,3-b]pyridazin-3-yl]propanamide